COC(=O)N1C2COCC1CC(C2)N2CCC(CC2)N2[C@H](CC(C2)(F)F)CO 7-{4-[(2R)-4,4-difluoro-2-(hydroxymethyl)pyrrolidin-1-yl]piperidin-1-yl}-3-oxa-9-azabicyclo[3.3.1]nonane-9-carboxylic acid methyl ester